C12C3NC(C3C(C=C1)C2)=O 3-aza-tricyclo[4.2.1.0(2,5)]nonan-7-en-4-one